4-fluoro-1-(5-(4-fluorobenzyl)pyrimidin-2-yl)-N-(3-methylquinuclidin-3-yl)piperidine-4-carboxamide FC1(CCN(CC1)C1=NC=C(C=N1)CC1=CC=C(C=C1)F)C(=O)NC1(CN2CCC1CC2)C